(1R,2R,3S)-N-(8-amino-7-fluoro-6-(4-methylpyridin-3-yl)isoquinolin-3-yl)-2-(cyanomethyl)-3-methylcyclopropane-1-carboxamide NC=1C(=C(C=C2C=C(N=CC12)NC(=O)[C@H]1[C@@H]([C@@H]1C)CC#N)C=1C=NC=CC1C)F